N-(4-chloro-3-(cis-3-fluorocyclobutyl)phenyl)-3-methyl-6-azabicyclo[3.1.1]heptane-6-carboxamide ClC1=C(C=C(C=C1)NC(=O)N1C2CC(CC1C2)C)[C@@H]2C[C@@H](C2)F